C1(CC1)CN1C(=CC=2C1=NC(=CC2)C=C)C=2N=C1N(C(=CC(=C1)C(=O)OC)OC)C2C methyl 2-(1-(cyclopropylmethyl)-6-vinyl-1H-pyrrolo[2,3-b]pyridin-2-yl)-5-methoxy-3-methylimidazo[1,2-a]pyridine-7-carboxylate